CN1N=CC(=N1)C1=CC=CC(=N1)C=1N=C(SC1)NC(CNC(OC(C)(C)C)=O)=O tert-butyl N-[2-[[4-[6-(2-methyltriazol-4-yl)-2-pyridyl]thiazol-2-yl]amino]-2-oxo-ethyl]carbamate